6-(2-chloro-6-fluorophenyl)-2-((4-(4-methyl-1,4-diazacyclohept-1-yl)phenyl)amino)-8,9-dihydroimidazo[1,2-a]pyrimido[5,4-e]pyrimidin-5(6H)-one ClC1=C(C(=CC=C1)F)N1C=2N(C3=C(C1=O)C=NC(=N3)NC3=CC=C(C=C3)N3CCN(CCC3)C)CCN2